ClC1=CN=C2C(=N1)N(N=C2)CC 6-chloro-1-ethyl-1H-pyrazolo[3,4-b]pyrazine